C1(CCCC1)C1=C(C(=NC(=C1)C=1C=NC=NC1)N)NC1COC1 cyclopentyl-N3-(oxetan-3-yl)-6-pyrimidin-5-yl-pyridine-2,3-diamine